BrC1=NC(=CC(=C1)OCC(C)O)S(=O)(=O)C 1-[(2-bromo-6-methanesulfonylpyridin-4-yl)oxy]propan-2-ol